4-(5-chloro-2-oxo-2,3-dihydro-1H-1,3-benzodiazol-1-yl)-N-(4-chlorophenyl)piperidine-1-thiocarboxamide ClC1=CC2=C(N(C(N2)=O)C2CCN(CC2)C(NC2=CC=C(C=C2)Cl)=S)C=C1